O1N=CC(=C1)C=1C=C(C=CC1)O 3-(isoxazol-4-yl)phenol